(2R,5S)-5-(4-Chlorobenzyl)-4-(4-(1-methyl-1H-1,2,3-triazol-4-yl)cyclohexyl)morpholin ClC1=CC=C(C[C@H]2COCCN2C2CCC(CC2)C=2N=NN(C2)C)C=C1